FC=1C=NC2=CC=C(C(=C2C1)F)NC1=NC=NC2=CC(=CC(=C12)O[C@@H](CN(C)C)C)C=1C=NN(C1)C (R)-N-(3,5-difluoroquinolin-6-yl)-5-((1-(dimethylamino)propan-2-yl)oxy)-7-(1-methyl-1H-pyrazol-4-yl)quinazolin-4-amine